ClC=1C=C(C=C(C1)I)C(=O)N1CCN(CC1)C=1OC=2C(=NC(=CC2)C)N1 1-[(3-Chloro-5-iodophenyl)carbonyl]-4-{5-methyl-[1,3]oxazolo[4,5-b]pyridin-2-yl}piperazine